C(C)(C)(C)C1=CC=C(CC(C=O)C)C=C1 4-t-butyl-α-methylhydrocinnamaldehyde